(5-bromo-1,3-dihydro-2-benzofuran-1-yl)methanol BrC1=CC2=C(C(OC2)CO)C=C1